4-((6-(4-((4-((3,4-dichloro-2-fluorophenyl)amino)-7-methoxyquinazolin-6-yl)oxy)piperidin-1-yl)-6-oxohexyl)thio)-2-(2,6-dioxopiperidin-3-yl)isoindoline-1,3-dione ClC=1C(=C(C=CC1Cl)NC1=NC=NC2=CC(=C(C=C12)OC1CCN(CC1)C(CCCCCSC1=C2C(N(C(C2=CC=C1)=O)C1C(NC(CC1)=O)=O)=O)=O)OC)F